1-[(1-chloro-5-isoquinolinyl)sulfonyl]indolin-5-ol ClC1=NC=CC2=C(C=CC=C12)S(=O)(=O)N1CCC2=CC(=CC=C12)O